C(ON[C@@H]1[C@@H](CN(CC1)C1=NC=C(C=C1)C=1C=2N(C=C(C1)OCC)N=C1C2C=NN1)O)(OC(C)(C)C)=O ((3R,4S)-1-(5-(6-ethoxy-1H-pyrazolo[3',4':3,4]pyrazolo[1,5-a]pyridine-4-yl)pyridin-2-yl)-3-hydroxypiperidin-4-yl)amino tert-butyl carbonate